4-(((1-methyl-1-phospha-cyclohex-4-yl)methyl)amino)-3-nitrobenzenesulfonamide CP1CCC(CC1)CNC1=C(C=C(C=C1)S(=O)(=O)N)[N+](=O)[O-]